ClC1=C(C=CC=C1C1=NC=CC(=C1Cl)C1=NC(=C(C=C1)CNC[C@@H]1NC(CC1)=O)OC)NC(C1=NC=C(C(=C1)OC)CN1CC(C1)O)=O (R)-N-(2-chloro-3-(3'-chloro-6-methoxy-5-((((5-oxopyrrolidin-2-yl)methyl)amino)methyl)-[2,4'-bipyridin]-2'-yl)phenyl)-5-((3-hydroxyazetidin-1-yl)methyl)-4-methoxypicolinamide